O[C@H]1[C@@H](CS(C2=CC=CC=C12)(=O)=O)[C@@H]1N2C(C3=CC=CC=C13)=CN=C2 (3S,4S)-4-Hydroxy-3-((S)-5H-imidazo[5,1-a]isoindol-5-yl)thiochroman-1,1-dioxid